NC1=NC=2C=C(C(=CC2C2=C1C=NN2C)C(=O)N(CC2=NC=C(C=C2)C#C)C2CC2)Cl 4-amino-7-chloro-N-cyclopropyl-N-((5-ethynylpyridin-2-yl)methyl)-1-methyl-1H-pyrazolo[4,3-c]quinoline-8-carboxamide